Cl.N[C@@H](C(=O)OCC)CC ethyl (2R)-2-aminobutyrate hydrochloride